C1(=CC=C2C=CC3=CC=CC4=CC=C1C2=C34)C(=O)O 1-PyreneCarboxylic Acid